NC1CCN(CC1)C(=O)C1=CC=C2CC(NC2=C1)=O 6-(4-aminopiperidine-1-carbonyl)indolin-2-one